CCCCC\C=C/C\C=C/CCCCCCCCC(CCCCCCCC\C=C/C\C=C/CCCCC)OCCN(CCNC([O-])=O)C (2-(((((6Z,9Z,28Z,31Z)-heptatriaconta-6,9,28,31-tetraen-19-yl)oxy)ethyl)(methyl)amino)ethyl)carbamate